BrC1=CC=C2C(COCC2=C1)N(C(OC(C)(C)C)=O)C tert-butyl (7-bromoisochroman-4-yl)(methyl)carbamate